6-[(1H-indol-6-yl)amino]-4-(4-methoxypiperidin-1-yl)pyridine-2-carbonitrile tert-butyl-6-((6-cyano-4-(4-methoxypiperidin-1-yl)pyridin-2-yl)amino)-1H-indole-1-carboxylate C(C)(C)(C)OC(=O)N1C=CC2=CC=C(C=C12)NC1=NC(=CC(=C1)N1CCC(CC1)OC)C#N.N1C=CC2=CC=C(C=C12)NC1=CC(=CC(=N1)C#N)N1CCC(CC1)OC